benzyl (2R,3R)-3-amino-2-methyl-piperidine-1-carboxylate N[C@H]1[C@H](N(CCC1)C(=O)OCC1=CC=CC=C1)C